BrC1=CC=C(C=C1)N=C=O 4-bromophenylisocyanate